methyl 4-[(3R,4R)-3-{[(tert-butoxy)carbonyl] amino}-4-methylpyrrolidin-1-yl]butanoate C(C)(C)(C)OC(=O)N[C@H]1CN(C[C@H]1C)CCCC(=O)OC